CC1=C(NC=C1S(=O)(=O)C)C(=O)OCC ethyl 3-methyl-4-(methylsulfonyl)-1H-pyrrole-2-carboxylate